(S)-tert-Butyl (3-cyclohexyl-1-hydrazinyl-1-oxo-propan-2-yl)(methyl)carbamate C1(CCCCC1)C[C@@H](C(=O)NN)N(C(OC(C)(C)C)=O)C